C(#N)CNC(C1=CC=NC=C1)=O N-(cyanomethyl)isonicotinamide